BrC=1C=C(C=CC1)C#CC(CC1CC1)=O 4-(3-bromophenyl)-1-cyclopropylbut-3-yn-2-one